Methyl-(S,E)-(1-((1-((4-(benzyloxy)-5,7-difluoro-1H-benzo[d]imidazol-2-yl)methyl)-2-oxo-1,2-dihydropyridin-3-yl)amino)-7-(dimethylamino)-1,7-dioxohept-5-en-2-yl)carbamat COC(N[C@H](C(=O)NC=1C(N(C=CC1)CC1=NC2=C(N1)C(=CC(=C2OCC2=CC=CC=C2)F)F)=O)CC\C=C\C(=O)N(C)C)=O